tri-tert-butyl (6S,13S,17S)-1-amino-6-{[(1r,4S)-4-(aminomethyl)cyclohexane-1-carbonyl]amino}-1,7,15-trioxo-2,8,14,16-tetraazanonadecane-13,17,19-tricarboxylate NC(NCCC[C@@H](C(NCCCC[C@H](NC(N[C@@H](CCC(=O)OC(C)(C)C)C(=O)OC(C)(C)C)=O)C(=O)OC(C)(C)C)=O)NC(=O)C1CCC(CC1)CN)=O